S1C(=NN=C1)C1(CC1)NC(C(=O)C=1N2CCCC2=C(C1C)C(=O)NC1=CC(=C(C=C1)F)F)=O 5-(2-((1-(1,3,4-thiadiazol-2-yl)cyclopropyl)amino)-2-oxoacetyl)-N-(3,4-difluorophenyl)-6-methyl-2,3-dihydro-1H-pyrrolizine-7-carboxamide